CNC(=O)C1=CC(=CC=2[C@H](COC21)C2=CC=CC=C2)C(=O)NC2CCOCC2 |r| (+/-)-N7-methyl-3-phenyl-N5-(tetrahydro-2H-pyran-4-yl)-2,3-dihydrobenzofuran-5,7-dicarboxamide